4,5,6,7-TETRAHYDRO-3-PYRAZOLO[1,5-A]PYRIDINBORONIC ACID N1=CC(=C2N1CCCC2)B(O)O